C1(CC1)C(=O)NC1=CC(=C(N=N1)C(=O)N)NC1=C(C(=CC=C1)C=1C=NN(C1)[C@@H]1COCC1)OC (S)-6-(cyclopropanecarboxamido)-4-((2-methoxy-3-(1-(tetrahydrofuran-3-yl)-1H-pyrazol-4-yl)phenyl)amino)pyridazine-3-carboxamide